OCCC[N+]1(CCNCC1)CCCS(=O)(=O)[O-] 3-(1-(3-Hydroxypropyl)piperazin-1-ium-1-yl)propane-1-sulfonate